C(C)NS(=O)(=O)C1=C(C=CC(=C1)N1CCOCC1)C1=CN=C(S1)[C@@H]1CC[C@H](CC1)NC(OC(C)C)=O isopropyl trans-N-[4-[5-[2-(ethylsulfamoyl)-4-[morpholino]phenyl]thiazol-2-yl]cyclohexyl]carbamate